CC1=C(C(=O)C(=C(C1=O)OC)OC)CC=C(C)C The molecule is any benzoquinone derived from 2,3-dimethoxy-5-methylbenzoquinone; one of a group of naturally occurring homologues. The redox-active quinoid moiety usually carries a polyprenoid side chain at position 6, the number of isoprenoid units in which is species-specific. Ubiquinones are involved in the control of mitochondrial electron transport, and are also potent anti-oxidants. It has a role as an Escherichia coli metabolite and a mouse metabolite. It is a prenylquinone and a member of 1,4-benzoquinones. It derives from a 2,3-dihydroxy-5-methyl-1,4-benzoquinone.